O[C@@H](C(=O)OC(C)(C)C)C tert-butyl (R)-2-hydroxypropanoate